N-(4-(4-(aminomethyl)piperidine-1-carbonyl)-3-chlorophenyl)-5-(1-cyclopropyl-3-(trifluoromethyl)-1H-pyrazol-4-yl)-1-methyl-1H-imidazole-2-carboxamide formate C(=O)O.NCC1CCN(CC1)C(=O)C1=C(C=C(C=C1)NC(=O)C=1N(C(=CN1)C=1C(=NN(C1)C1CC1)C(F)(F)F)C)Cl